OC(C(C1=CC(=CC=C1)C(F)(F)F)NC(=O)NC1CC2(C1)CCC2)(C)C 1-[2-Hydroxy-2-methyl-1-(3-trifluoromethyl-phenyl)-propyl]-3-spiro[3.3]hept-2-yl-urea